(3S,4S)-8-(8-{1H-imidazo[4,5-b]pyridin-7-ylsulfanyl}imidazo[1,2-c]pyrimidin-5-yl)-3-methyl-2-oxa-8-azaspiro[4.5]decan-4-amine N1C=NC2=NC=CC(=C21)SC=2C=1N(C(=NC2)N2CCC3([C@@H]([C@@H](OC3)C)N)CC2)C=CN1